4,4'-(1-methylethylidene)-biscyclohexanol CC(C)(C1CCC(CC1)O)C1CCC(CC1)O